C1(CC1)C(C(=O)O)(CC)NC(NC1=CC=C(C=C1)OC(F)(F)F)=O 2-cyclopropyl-2-({[4-(trifluoromethoxy)phenyl]carbamoyl}amino)butanoic acid